N=1OC(=C2C1C=CC=C2)C(=O)N benzo[c]isoxazole-3-carboxamide